ClC1=CC(=C(C=C1)COC1=CC=CC(=N1)C1CCN(CC1)CC=1N(C(=NN1)/C=C/C(=O)O)CC1CCOCC1)F (E)-3-[5-[[4-[6-[(4-chloro-2-fluoro-phenyl)methoxy]-2-pyridyl]-1-piperidyl]methyl]-4-(tetrahydropyran-4-ylmethyl)-1,2,4-triazol-3-yl]prop-2-enoic acid